C(C1=CC=CC=C1)N1C2[C@@H]3C[C@H](C1)C[C@H]([C@@H]2O)N3C(=O)OCC (2R,3S,6S,7aS)-ethyl 4-benzyl-3-hydroxyoctahydro-1H-2,6-methanopyrrolo[3,2-b]pyridine-1-carboxylate